(Ra)-6-(1-(4-(tert-butyl)benzyl)-4-fluoro-1H-indole-7-carboxamido)spiro[3.3]heptane C(C)(C)(C)C1=CC=C(CN2C=CC3=C(C=CC(=C23)C(=O)NC2CC3(CCC3)C2)F)C=C1